FC1=CC=C(C=C1)C1=CC(=C(C=N1)CNC(OC(C)(C)C)=O)C=1N(C=CN1)CCO tert-butyl ((6-(4-fluorophenyl)-4-(1-(2-hydroxyethyl)-1H-imidazol-2-yl)pyridin-3-yl)methyl)carbamate